4-methyl-3-{[(oxacyclohex-2-yl)oxy]methyl}benzaldehyde CC1=C(C=C(C=O)C=C1)COC1OCCCC1